ethyl 2-[(1Z)-3-ethoxy-1-[(6-fluoro-1H-indol-4-yl)amino]-3-oxoprop-1-en-2-yl]-4,5-dimethoxybenzoate C(C)OC(\C(=C/NC1=C2C=CNC2=CC(=C1)F)\C1=C(C(=O)OCC)C=C(C(=C1)OC)OC)=O